ClC1=C(C=CC=C1)C=1N=CSC1 4-(2-chlorophenyl)thiazol